O1COC2=C1C=CC=C2O[C@@H](CCNC2=CC=C(C=C2)C2=CC=CC=C2)C=2SC(=CC2)Br (S)-N-(3-(benzo[d][1,3]dioxol-4-yloxy)-3-(5-bromothiophen-2-yl)propyl)-[1,1'-biphenyl]-4-amine